(S)-N-((S)-2-Hydroxy-1-(m-tolyl)ethyl)-2-(1-oxo-7-(2-((tetrahydro-2H-pyran-4-yl)amino)pyrimidin-4-yl)-3,4-dihydropyrrolo[1,2-a]pyrazin-2(1H)-yl)propanamide OC[C@H](C=1C=C(C=CC1)C)NC([C@H](C)N1C(C=2N(CC1)C=C(C2)C2=NC(=NC=C2)NC2CCOCC2)=O)=O